ClC1=C(C(=C(C(=C1F)F)F)F)CC(C)N(C(=O)C=1C(=NN(C1)C)C(F)F)OC 3-difluoromethyl-1-methyl-1H-pyrazole-4-carboxylic acid [2-(2-chloro-3,4,5,6-tetrafluorophenyl)-1-methyl-ethyl]-methoxy-amide